FC=1C=C(C=CC1OC)C1=C(C=CC(=C1)[N+](=O)[O-])S(=O)(=O)N (3-fluoro-4-methoxyphenyl)-4-nitrobenzenesulfonamide